COC1=CC(=CC2=CC=CC(=C12)OC)OC1=CC2=CC=CC(=C2C(=C1)OC)OC 4,5-dimethoxy-beta-naphthylether